ethyl 2-(1-methylpiperidin-4-yl)benzo[d]thiazole-6-carboxylate CN1CCC(CC1)C=1SC2=C(N1)C=CC(=C2)C(=O)OCC